OCC1N2C(C=3N4C(CCC4=C(C(C3)=O)C(=O)NCC3=C(C=C(C=C3F)F)F)(CCC1)C2)=O hydroxymethyl-1,10-dioxo-N-(2,4,6-trifluorobenzyl)-1,3,4,5,6,7,8,10-octahydro-2,6a-methano[1,4]diazonino[9,1,2-cd]indolizine-9-carboxamide